COC1=C(C=C(C(=O)NC2=CC=C(C=C2)S(=O)(=O)N2CCCC2)C=C1)C1CCN(CC1)C 4-Methoxy-3-(1-methylpiperidin-4-yl)-N-(4-(pyrrolidin-1-ylsulfonyl)phenyl)benzamide